C1CC[C@H]([C@@H](C1)N)N (-)-1,2-diaminocyclohexane